FC(C=1C=C(\C=N\C(C)(CC(=O)OCC)CBr)C=C(C1)C(F)(F)F)(F)F (E)-ethyl 2-((3,5-bis(trifluoromethyl) benzylidene) amino)-2-bromomethyl-4-butanoate